O1C2=C(OCC1)C=C(C=C2)O[C@H]2[C@@H](CN(CC2)C=2C(=CC=1N(N2)C(C=CN1)=O)C)F 7-((3r,4r)-4-((2,3-dihydrobenzo[b][1,4]dioxin-6-yl)oxy)-3-fluoropiperidin-1-yl)-8-methyl-4H-pyrimido[1,2-b]pyridazin-4-one